6-fluoro-N-[(4-fluorophenyl)methyl]-4-quinazolinamine FC=1C=C2C(=NC=NC2=CC1)NCC1=CC=C(C=C1)F